C(C)OC(CNC1=C(C=CC=C1)O)=O N-(2-hydroxyphenyl)-glycine ethyl ester